C(C)(C)(C)C1N(CC=C(C1)C=1C=2N(C=C(N1)C=1C=NN(C1)C)N=CC2C)C(=O)OCCC(CCO)C 3-methyl-1,5-pentanediol tert-butyl-4-[3-methyl-6-(1-methylpyrazol-4-yl)pyrazolo[1,5-a]pyrazin-4-yl]-3,6-dihydro-2H-pyridine-1-carboxylate